C(C1=CC=CC=C1)N1C(CCC(C1)OCC1=CC=CC=C1)(C)C 1-benzyl-5-benzyloxy-2,2-dimethyl-piperidine